bis(2,4-di-tert-butylphenyl)-3-phenyl-phenylphosphonous acid C(C)(C)(C)C1=C(C=CC(=C1)C(C)(C)C)C1=C(C(=C(C=C1)P(O)O)C1=C(C=C(C=C1)C(C)(C)C)C(C)(C)C)C1=CC=CC=C1